NC1=C(C=NC=C1)C(C)=O 1-(4-aminopyridin-3-yl)ethanone